((4S,5S)-5-(2-iodophenyl)-2-methyl-1,3-dioxolan-4-yl)methyl sulfamate S(N)(OC[C@@H]1OC(O[C@H]1C1=C(C=CC=C1)I)C)(=O)=O